COC=1C(=C2C=CNC2=C(C1)C)CN1[C@@H](C[C@H](CC1)C1=NC=CN=C1)C1=C(C(=O)O)C=CC=C1 (2S,4S)-(1-((5-methoxy-7-methyl-1H-indol-4-yl)methyl)-4-(pyrazin-2-yl)piperidin-2-yl)benzoic acid